N-[(1S)-1-[2-(6-chloropyridazin-3-yl)-1,2,4-triazol-3-yl]ethyl]-3-cyclopropyl-2-(methoxymethyl)-5-(trifluoromethyl)indazole-7-carboxamide ClC1=CC=C(N=N1)N1N=CN=C1[C@H](C)NC(=O)C1=CC(=CC2=C(N(N=C12)COC)C1CC1)C(F)(F)F